C(C)C=1N(N=C2CNCCC21)C=2C=CC=C1C=C(N=CC21)C=2C=CC(=NC2)C(=O)OC methyl 5-(8-(3-ethyl-4,5,6,7-tetrahydro-2H-pyrazolo[3,4-c]pyridin-2-yl)isoquinolin-3-yl)picolinate